BrC=1C(=C(C(=CC1CC)NC)N)Cl 4-bromo-3-chloro-5-ethyl-N1-methylbenzene-1,2-diamine